(1S,4S,5S)-5-[[5-cyclopropyl-3-(2,6-dichlorophenyl)-1,2-oxazol-4-yl]methoxy]-2-azabicyclo[2.2.1]heptane-2-carboxylic acid benzyl ester C(C1=CC=CC=C1)OC(=O)N1[C@@H]2C[C@@H]([C@H](C1)C2)OCC=2C(=NOC2C2CC2)C2=C(C=CC=C2Cl)Cl